N,N-dimethyl-ferrocenyl-hexadecyl-methyl-ammonium bromide [Br-].C[N+](C)(C[C-]1C=CC=C1)CCCCCCCCCCCCCCCC.[CH-]1C=CC=C1.[Fe+2]